(2-(2-fluorophenyl)-3-methyl-1H-indol-5-yl)methanamine hydrochloride Cl.FC1=C(C=CC=C1)C=1NC2=CC=C(C=C2C1C)CN